dicyanocopper C(#N)[Cu]C#N